N-[(3S)-2-oxo-5-phenyl-1,3-dihydro-1,4-benzodiazepine-3-Yl]-2-phenylimidazo[1,2-b]pyridazine-3-carboxamide O=C1NC2=C(C(=N[C@@H]1NC(=O)C1=C(N=C3N1N=CC=C3)C3=CC=CC=C3)C3=CC=CC=C3)C=CC=C2